4,7-dicyano-2-pentafluoroethylbenzimidazolid C(#N)C1=CC=C(C=2N=C([N-]C21)C(C(F)(F)F)(F)F)C#N